tert-butyl 1-((3-((1H-pyrazol-4-yl)methyl)ureido)meth-yl)-6-azaspiro[2.5]octane-6-carboxylate N1N=CC(=C1)CNC(NCC1CC12CCN(CC2)C(=O)OC(C)(C)C)=O